Ethyl-2-(1-(tetrahydro-2H-pyran-2-yl)-1H-pyrazol-3-yl)-4,5,6,7-tetrahydrobenzo[d]thiazole-4-carboxylate C(C)OC(=O)C1CCCC2=C1N=C(S2)C2=NN(C=C2)C2OCCCC2